2-Bromo-3-phenyl-5,6-dihydroimidazo[1,2-d]pyrido[3,2-f][1,4]oxazepine BrC=1N=C2N(CCOC3=C2C=CC=N3)C1C1=CC=CC=C1